(3-(4-chloro-3-trifluoromethylphenyl)ureido)-N-(2-hydroxyethyl)-2,3,4,9-tetrahydro-1H-carbazole-5-carboxamide ClC1=C(C=C(C=C1)NC(NC1CCCC=2C=3C(=CC=CC3NC12)C(=O)NCCO)=O)C(F)(F)F